N=1N=CN(C1)CCOC1=CN=C(C2=CC(=NC=C12)Cl)C(C)C 4-(2-(4H-1,2,4-triazol-4-yl)ethoxy)-7-chloro-1-isopropyl-2,6-naphthyridine